FC1=C(C(=C2C=CN(C2=C1)S(=O)(=O)C1=CC=C(C)C=C1)S(=O)(=O)C)OC=1C=C(C=CC1)C1=NN(C(=N1)CC=1C=C(C=CC1)CCC(=O)OCC)C ethyl 3-(3-((3-(3-((6-fluoro-4-(methylsulfonyl)-1-tosyl-1H-indol-5-yl)oxy)phenyl)-1-methyl-1H-1,2,4-triazol-5-yl)methyl)phenyl)propanoate